{[(4-methoxyphenyl)methyl]amino}-N-(4-{[(2-methyl(3-pyridyl))carbonylamino]methyl}phenyl)carboxamide COC1=CC=C(C=C1)CNC(=O)NC1=CC=C(C=C1)CNC(=O)C=1C(=NC=CC1)C